rac-tert-butyl (3R,5S)-3-methyl-5-(4-(4,4,5,5-tetramethyl-1,3,2-dioxaborolan-2-yl)phenyl)morpholine-4-carboxylate C[C@H]1N([C@H](COC1)C1=CC=C(C=C1)B1OC(C(O1)(C)C)(C)C)C(=O)OC(C)(C)C |r|